C(N1N=CC(=C1)C=1C=C2C=C(N=CC2=CC1)NC(C1=CC(=NC=C1)N1CCN(CC1)C)=O)[2H] N-(6-(1-(Methyl-d)-1H-pyrazol-4-yl)isoquinolin-3-yl)-2-(4-methylpiperazin-1-yl)isonicotinamide